N1C(NC2(C1=O)C1=CC=CC=C1C=1C=CC=CC12)=O spiro[fluorene-9,4'-imidazolidine]-2',5'-dione